(prop-2-yn-1-yl)thiazol-2-amine C(C#C)C=1N=C(SC1)N